COC(C(=C)C)=O methyl-2-methylpropenoate